NCC1(CCC=2C=C(C(=C(C2C1)F)N1CC(NS1(=O)=O)=O)OCC1=CC=CC=C1)O 5-[7-(aminomethyl)-3-(benzyloxy)-1-fluoro-7-hydroxy-5,6,7,8-tetrahydronaphthalen-2-yl]-1λ6,2,5-thiadiazolidine-1,1,3-trione